4-(4-benzhydryl-piperazin-1-yl)-1-(4,4-difluorobut-3-en-1-yl)-3-nitro-1,5-naphthyridin-2(1H)-one C(C1=CC=CC=C1)(C1=CC=CC=C1)N1CCN(CC1)C1=C(C(N(C2=CC=CN=C12)CCC=C(F)F)=O)[N+](=O)[O-]